(4S)-4-benzyloxazolidin-2-one C(C1=CC=CC=C1)[C@@H]1NC(OC1)=O